FC(S(=O)(=O)[O-])(F)F.FC(S(=O)(=O)[O-])(F)F.[Na+].[Na+] sodium bistrifluoro-methylsulfonate